rac-N-[(3R,4R)-3-fluorooxan-4-yl]-2-{3-[(4-methanesulfonyl-2-methoxyphenyl)amino]prop-1-yn-1-yl}-1-(2,2,2-trifluoroethyl)-1H-indol-4-amine F[C@H]1COCC[C@H]1NC=1C=2C=C(N(C2C=CC1)CC(F)(F)F)C#CCNC1=C(C=C(C=C1)S(=O)(=O)C)OC |r|